3,5-di-t-butyl-4-hydroxy-phenylpropionic acid C(C)(C)(C)C=1C=C(C=C(C1O)C(C)(C)C)C(C(=O)O)C